5-(5-(7-Ethyl-7H-imidazo[4,5-c]pyridazin-4-yl)-2-fluorophenyl)-6-methoxybenzo[d]isoxazole C(C)N1C=NC2=C1N=NC=C2C=2C=CC(=C(C2)C=2C(=CC1=C(C=NO1)C2)OC)F